OC=1C=C(C=CC1OC)C1=CC(C=2C(=C3C=CC(OC3=CC2OC)(C)C)O1)=O 2-(3-hydroxy-4-methoxyphenyl)-5-methoxy-8,8-dimethyl-4H,8H-pyrano[2,3-f]chromen-4-one